[C@@H]1([C@H](O)[C@@H](O)[C@H](O)[C@H](O1)CO)C=1C(=C(C(=CC1O)O)CC1=CC=C(C=C1)Cl)O 3-C-β-D-glucosyl-1-(4-chlorobenzyl)benzene-2,4,6-triol